CC1=CC=C(C=C1)S(=O)(=O)OC1CC(C1)CO [3-(hydroxymethyl) cyclobutyl] 4-methylbenzenesulfonate